C1(CCCCC1)C1=NSC(N1)=O 3-cyclohexyl-1,2,4-thiadiazol-5(4H)-one